2,5-dichloro-4-methoxypyrimidine ClC1=NC=C(C(=N1)OC)Cl